COC(=O)C1CCN(CC1)C(=O)C1=NN(C(=C1)B(O)O)C1OCCCC1 (3-(4-(methoxycarbonyl)piperidine-1-carbonyl)-1-(tetrahydro-2H-pyran-2-yl)-1H-pyrazol-5-yl)boronic acid